2-chloro-N-[2-(dimethylamino)ethyl]-4-[5-phenyl-1-[2-(trifluoromethyl)phenyl]pyrrol-2-yl]benzamide hydrochloride Cl.ClC1=C(C(=O)NCCN(C)C)C=CC(=C1)C=1N(C(=CC1)C1=CC=CC=C1)C1=C(C=CC=C1)C(F)(F)F